7alpha,24(S)-Dihydroxycholesterol O[C@H]1[C@H]2[C@@H]3CC[C@H]([C@@H](CC[C@@H](C(C)C)O)C)[C@]3(CC[C@@H]2[C@]2(CC[C@@H](CC2=C1)O)C)C